(S)-(4-(5,7-difluorobenzo[d]oxazol-2-yl)-6,7-dihydro-1H-imidazo[4,5-c]pyridin-5(4H)-yl)(4-(difluoromethyl)oxazol-5-yl)methanone FC=1C=C(C2=C(N=C(O2)[C@H]2N(CCC3=C2N=CN3)C(=O)C3=C(N=CO3)C(F)F)C1)F